S1C=NC2=C1C=CC(=C2)NC2=CC=NC1=CC(=CC=C21)C2=CC=C(C=C2)C(=O)N2CCN(CC2)C2=NC=CC=C2 (4-(4-(benzo[d]thiazol-5-ylamino)quinolin-7-yl)phenyl)(4-(pyridin-2-yl)piperazin-1-yl)methanone